bromo-4-(5-cyclopropyl-1,3,4-oxadiazol-2-yl)-1-(4-methoxybenzyl)-1,3-dihydro-2H-benzo[b]azepin-2-one BrC1C(=CC2=C(N(C1=O)CC1=CC=C(C=C1)OC)C=CC=C2)C=2OC(=NN2)C2CC2